(5S*)-tert-Butyl 5-((2,2-difluoroethoxy)methyl)-5,6,9,10-tetrahydro-4H-isoxazolo[3,4-c]pyrido[4',3':3,4]pyrazolo[1,5-a]azepine-1(12H)-carboxylate FC(COC[C@H]1CC2=C(C=3N(C1)N=C1C3CNCC1)N(OC2)C(=O)OC(C)(C)C)F |o1:5|